C(C)(=O)C=1C(OC2=C(C1N1CCOCC1)C=CC(=C2)NC2=NC=CC(=N2)C2=C(C(=CC=C2)OC)OC)=O 3-acetyl-7-{[4-(2,3-dimethoxyphenyl)pyrimidin-2-yl]amino}-4-morpholino-2H-benzopyran-2-one